N1N=NC2=NC(=CC=C21)C=2C=C(C(=O)NCCC1CCCCC1)C=CC2 3-(1H-[1,2,3]Triazolo[4,5-b]pyridin-5-yl)-N-(2-cyclohexylethyl)benzamide